C(C)(=O)NC=1C=2N=CN([C@H]3[C@H](OCCC(NC)=O)[C@H](O)[C@@H](CO)O3)C2N=CN1 6-N-acetyl-2'-O-[2-(N-methylcarbamoyl)ethyl]adenosine